N-(2-chlorophenyl)-4-[[2-[4-[[1-[[1-[4-(2,6-dioxo-3-piperidyl)phenyl]-4-piperidyl]methyl]-4-piperidyl]carbamoyl]anilino]-5-fluoro-pyrimidin-4-yl]amino]benzamide ClC1=C(C=CC=C1)NC(C1=CC=C(C=C1)NC1=NC(=NC=C1F)NC1=CC=C(C=C1)C(NC1CCN(CC1)CC1CCN(CC1)C1=CC=C(C=C1)C1C(NC(CC1)=O)=O)=O)=O